S(=O)(=O)=C1N=C2C(=C3C(N=C2)=NC=C3)N1 sulfonyl-imidazo[4,5-d]pyrrolo[2,3-b]pyridine